N1N=CC(=C1)B1OC(C)(C)C(C)(C)O1 4-Pyrazoleboronic acid pinacol ester